(S)-1-methoxy-1-oxopropan COC(CC)=O